FC([C@H]1N(C(OC1)=C=O)C=1N=C2N(CC3(CC3)OC3=C2C=CC(=C3)N[C@H](C(=O)N)C)C1)F (S)-2-((2-((S)-4-(difluoromethyl)-2-carbonyloxazolidin-3-yl)-5H-spiro[benzo[f]imidazo[1,2-d][1,4]oxazepin-6,1'-cyclopropan]-9-yl)amino)propanamide